C(C)(C)(C)OC(=O)N1CCC(CC1)C=1C=C2C(=NC(=NC2=CC1OC)C)OS(=O)(=O)C1=C(C=C(C=C1C(C)C)C(C)C)C(C)C 4-(7-methoxy-2-methyl-4-(((2,4,6-triisopropylphenyl)sulfonyl)oxy)quinazolin-6-yl)piperidine-1-carboxylic acid tert-butyl ester